COC(=O)C1=COC=C1 3-furoic acid methyl ester